2-(phenylsulfonyl)-3-phenyloxaziridine C1(=CC=CC=C1)S(=O)(=O)N1OC1C1=CC=CC=C1